ClC1=C(C=CC(=C1)F)[C@H]1N(CCC1)C=1C(=NC=CN1)C(=O)N[C@H](C)\C=C\S(=O)(=O)C ((S)-2-(2-Chloro-4-fluorophenyl)pyrrolidin-1-yl)-N-((R,E)-4-(methylsulfonyl)but-3-en-2-yl)pyrazine-2-carboxamide